C(C)(C)(C)C1=CC=C(C=C1)NC([C@@H](C1=CC=C(C=C1)OC)NC(=O)[C@@H]1CNC(C1)=O)=O (3S)-N-((1R)-2-((4-tert-butylphenyl)amino)-1-(4-methoxyphenyl)-2-oxoethyl)-5-oxopyrrolidine-3-carboxamide